(Z)-N'-hydroxy-4-methyl-6-(5-(trifluoromethyl)-2,3-dihydrobenzofuran-2-yl)picolinimidamide O\N=C(\C1=NC(=CC(=C1)C)C1OC2=C(C1)C=C(C=C2)C(F)(F)F)/N